C(C1=CC=CC=C1)OC(C(=C)C=1C(N(N=C(C1)C)C)=O)=O (2,6-dimethyl-3-oxo-2,3-dihydropyridazin-4-yl)acrylic acid benzyl ester